CCC(CC(CCC(CC=O)=O)=O)=O decane-3,5,8,10-tetrone